C(=O)N[C@@]1([C@@H](CC[C@]2([C@@H](C(CC[C@H]12)=C)\C=C\C=1C(OCC1)=O)C)OC([C@H](CC1=CC=CC=C1)N)=O)C (S)-(1S,2R,4aS,5R,8aS)-1-formamido-1,4a-dimethyl-6-methylene-5-((E)-2-(2-oxo-2,5-dihydrofuran-3-yl)ethenyl)decahydronaphthalen-2-yl-2-amino-3-phenylpropanoate